(S)-N-[7-chloro-6-(4-cyano-1-piperidyl)-3-isoquinolyl]-6-oxaspiro[2.5]octane-2-carboxamide ClC1=C(C=C2C=C(N=CC2=C1)NC(=O)[C@H]1CC12CCOCC2)N2CCC(CC2)C#N